2-{3-Azabicyclo[3.1.0]hex-3-yl}-5-(hydroxymethyl)pyridine-3-carbonitrile C12CN(CC2C1)C1=NC=C(C=C1C#N)CO